FC1=C(C=CC=C1)S(=O)(=O)N1CC2=C(CC1)SC(=C2)C2=NOC(=N2)C(F)(F)F 3-(5-((2-fluorophenyl)sulfonyl)-4,5,6,7-tetrahydrothieno[3,2-c]pyridin-2-yl)-5-(trifluoromethyl)-1,2,4-oxadiazole